FC1=C(CNC(=O)C=2C=C(C=C3C=CNC23)I)C(=CC=C1)C(F)(F)F N-(2-Fluoro-6-(trifluoromethyl)benzyl)-5-iodo-1H-indole-7-carboxamide